2,3-difluorophenylboric acid FC1=C(C=CC=C1F)OB(O)O